(3S,4S)-3-((3,5-difluoro-6-(6-(2-oxopyrrolidin-1-yl)imidazo[1,2-a]pyrazin-3-yl)pyridin-2-yl)amino)-4-fluoropiperidine-1-carboxylic acid tert-butyl ester C(C)(C)(C)OC(=O)N1C[C@@H]([C@H](CC1)F)NC1=NC(=C(C=C1F)F)C1=CN=C2N1C=C(N=C2)N2C(CCC2)=O